ClC(OC1=CC=C(C=C1)NC(=O)C=1C=C(C2=C(N=C3OC[C@H](N32)C)C1)C1=CC=NN1)(F)F (R)-N-(4-(chlorodifluoromethoxy)phenyl)-3-methyl-5-(1H-pyrazol-5-yl)-2,3-dihydrobenzo[4,5]imidazo[2,1-b]oxazole-7-carboxamide